2-thia-octylboric acid C(SCCCCCC)OB(O)O